COC(=O)C1=C(C=CC=C1)NS(=O)(=O)NC(C)C (2-methoxycarbonylphenyl)-N'-isopropyl-sulfamide